sodium N-acetyltryptophan C(C)(=O)N[C@@H](CC1=CNC2=CC=CC=C12)C(=O)O.[Na]